BrC1(C2(CCC(C1)C2(C)C)C)O bromoborneol